3-((dimethylamino)methylene)-4-oxopyrrolidine-1,2-dicarboxylic acid di-tert-butyl ester C(C)(C)(C)OC(=O)N1C(C(C(C1)=O)=CN(C)C)C(=O)OC(C)(C)C